CNC(=O)C1=NC=C(C=C1)N1CCN(CC1)[C@H](C)C=1C=NC=2C(=C(C(NC2C1)=O)C(F)(F)F)C (R)-N-methyl-5-(4-(1-(8-methyl-6-oxo-7-(trifluoromethyl)-5,6-dihydro-1,5-naphthyridin-3-yl)ethyl)piperazin-1-yl)pyridinamide